1-benzyl-5-(1-(2,5-dimethoxyphenyl)-1H-pyrazol-4-yl)piperidin-3-ol C(C1=CC=CC=C1)N1CC(CC(C1)C=1C=NN(C1)C1=C(C=CC(=C1)OC)OC)O